O=C1NC(CCC1C=1C(=NC2=CC=C(C=C2C1)CC(C(=O)N)=O)C)=O ((3-(2,6-dioxopiperidin-3-yl)-2-methylquinolin-6-yl)methyl)-2-oxoacetamide